3-ethyloxazolidine-2,4-dione C(C)N1C(OCC1=O)=O